N-(3,4-dihydroxy-9,10-dioxo-9,10-dihydroanthracen-2-yl)-2-trifluoromethoxybenzenesulfonamide OC=1C(=CC=2C(C3=CC=CC=C3C(C2C1O)=O)=O)NS(=O)(=O)C1=C(C=CC=C1)OC(F)(F)F